pent-4-ynyl 5-methylsulfonyl-4-oxo-1-[4-(trifluoromethoxy)phenyl]cinnoline-3-carboxylate CS(=O)(=O)C1=C2C(C(=NN(C2=CC=C1)C1=CC=C(C=C1)OC(F)(F)F)C(=O)OCCCC#C)=O